1-((S)-1-(2-((S)-Amino((1r,4S)-4-fluorocyclohexyl)methyl)-benzo[d]oxazol-5-yl)-2-methoxyethyl)-5,5-difluorotetrahydropyrimidin-2(1H)-one N[C@H](C=1OC2=C(N1)C=C(C=C2)[C@@H](COC)N2C(NCC(C2)(F)F)=O)C2CCC(CC2)F